3-fluoro-5-hydroxyazepan-1-carboxylic acid tert-butyl ester C(C)(C)(C)OC(=O)N1CC(CC(CC1)O)F